C1(CC1)C1=CC(=C(N)C=C1F)F 4-cyclopropyl-2,5-difluoroaniline